FC(C(=O)O)(F)F.ClC1=C(C=CC(=C1)F)S(=O)(=O)C1CC2(CNC2)C1 6-((2-chloro-4-fluorophenyl)sulfonyl)-2-azaspiro[3.3]heptane trifluoroacetate